ClC1=CC=C(S1)CNC1=CC(=NN1)C1CCNCC1 N-[(5-chlorothiophen-2-yl)methyl]-3-(piperidin-4-yl)-1H-pyrazol-5-amine